ClC1=C(C=NC=C1)C1C(OC(O1)(C)C)C(=O)OCC ethyl 5-(4-chloropyridin-3-yl)-2,2-dimethyl-1,3-dioxolane-4-carboxylate